dialuminum oxide [O-2].[Al+3].[Al+3].[O-2].[O-2]